COCCOC=1C=C(C=2N(C1)N=CC2C#N)C=2C=NC(=CC2)N2CCN(CC2)CC2=CC(=NC=C2)C 6-(2-methoxyethoxy)-4-(6-(4-((2-methylpyridin-4-yl)methyl)piperazin-1-yl)pyridin-3-yl)pyrazolo[1,5-a]pyridine-3-carbonitrile